C(C)(C)(C)N1C[C@H](N(S(C2=C1C=C(C(=C2)O\C=C(\C(=O)OCC)/F)SC)(=O)=O)C)C(C)C ethyl (R,Z)-3-((5-(tert-butyl)-3-isopropyl-2-methyl-7-(methylthio)-1,1-dioxido-2,3,4,5-tetrahydrobenzo[f][1,2,5]thiadiazepin-8-yl)oxy)-2-fluoroacrylate